C(C(C)C)N1[C@@H]2[C@H]([C@]3(N=C[C@@H]2[C@@H](CC1)C3)C(=O)NCC(C)C)CC3=CC=CC=C3 |o1:5,6,7,10,11| (1S*,2R*,3R*,7S*,8R*)-4-isobutyl-1-isobutylaminocarbonyl-2-benzyl-4,10-diazatricyclo[5.3.1.03,8]undeca-9-ene